NC(C(=O)OC)(C)C methyl α-aminoisobutyrate